OC(CC#N)C1=CC2=CC=CC=C2C=C1 3-hydroxy-3-(2-naphthyl)propionitrile